5-bromo-2-(4-fluorophenyl)-1H-imidazo[4,5-b]pyrazine BrC=1N=C2C(=NC1)NC(=N2)C2=CC=C(C=C2)F